5-((1R,2R)-2-((cyclopropylmethyl)amino)-cyclopropyl)-N-(tetrahydro-2H-pyran-4-yl)thiophene-3-carboxamide C1(CC1)CN[C@H]1[C@@H](C1)C1=CC(=CS1)C(=O)NC1CCOCC1